4-(3-fluorobenzyl)piperazin-amide FC=1C=C(CN2CCN(CC2)C(=O)N)C=CC1